1,1-Dimethoxy-2,5-dipropylsilacyclopentane CO[Si]1(C(CCC1CCC)CCC)OC